C(C)N([C@]1(CN(CC1)C1=NN(C2=C1C=NC(=C2)NC(C)=O)C2=NC(=NC(=C2)CC)C(C)(F)F)C)CC (R)-N-(3-(3-(diethylamino)-3-methylpyrrolidin-1-yl)-1-(2-(1,1-difluoroethyl)-6-ethylpyrimidin-4-yl)-1H-pyrazolo[4,3-c]pyridin-6-yl)acetamide